N[C@@H]1C(CC=C[C@H]1C(=O)[O-])=O (1R,6S)-6-Amino-5-oxocyclohex-2-ene-1-carboxylate